(19R)-3-ethyl-16-fluoro-19-methyl-20-oxa-3,4,9,11,12,23-hexaazapentacyclo[19.3.1.02,6.08,12.013,18]pentacosa-1(24),2(6),4,8,10,13,15,17,21(25),22-decaen-22-amine C(C)N1C=2C3=CN=C(C(O[C@@H](C4=CC(=CC=C4N4N=CN=C4CC2C=N1)F)C)=C3)N